(2R,3S,5R)-2-(hydroxymethyl)-3-[[(4-methoxyphenyl)methyl]amino]-5-methylpyrrolidine-1-carboxylic acid benzyl ester C(C1=CC=CC=C1)OC(=O)N1[C@H]([C@H](C[C@H]1C)NCC1=CC=C(C=C1)OC)CO